[N+](=O)([O-])C1=C(CO[Si](C2=CC=CC=C2)(C2=CC=CC=C2)OCC2=C(C=C(C=C2)[N+](=O)[O-])[N+](=O)[O-])C=CC(=C1)[N+](=O)[O-] di(2,4-dinitrobenzyloxy)diphenylsilane